C(C)(C)(C)OC(=O)NC/C(/CN1N=C(C=C1)C(=O)O)=C\F (E)-1-(2-(((tert-butoxycarbonyl)amino)methyl)-3-fluoroallyl)-1H-pyrazole-3-carboxylic acid